copper-nickel-iron-manganese-sodium [Na].[Mn].[Fe].[Ni].[Cu]